Cl.N[C@H](C(=O)O)CCCCN (S)-2,6-Diaminohexanoic acid monohydrochloride